3-bromo-4'-chloro-1,1'-biphenyl diethyl-2-(((2R,3S,4S,5S,6R)-6-(4-aminophenoxy)-3,4,5-trihydroxytetrahydro-2H-pyran-2-yl)methyl)malonate C(C)OC(C(C(=O)OCC)C[C@H]1O[C@@H]([C@H]([C@H]([C@@H]1O)O)O)OC1=CC=C(C=C1)N)=O.BrC=1C=C(C=CC1)C1=CC=C(C=C1)Cl